1-[4-[6-(2,8-dimethylimidazo[1,2-b]pyridazin-6-yl)-8-fluoro-imidazo[1,2-a]pyridin-2-yl]-1-piperidyl]ethanone CC=1N=C2N(N=C(C=C2C)C=2C=C(C=3N(C2)C=C(N3)C3CCN(CC3)C(C)=O)F)C1